CC(CCCC(=O)OC1=CC=C(C=C1)C1SCCCS1)C 4-(1,3-dithian-2-yl)phenyl 5-methyl-hexanoate